COC1=NC(=NC(=N1)OC)N1CCOCC1 4-(4,6-dimethoxy-1,3,5-triazin-2-yl)morpholine